1-(2-Chloro-3-methoxypyridin-4-yl)-2,2,2-trifluoroethan-1-ol ClC1=NC=CC(=C1OC)C(C(F)(F)F)O